C=C1OCCCO1 2-methylene-1,3-dioxacyclohexane